N-(3-(5-fluoropyridin-3-yl)propyl)-4-(3-iodo-4-methoxyphenyl)furan-3-carboxamide FC=1C=C(C=NC1)CCCNC(=O)C1=COC=C1C1=CC(=C(C=C1)OC)I